BrC=1C=C2C=CC=NC2=C(C1)OC 6-Bromo-8-methoxyquinoline